BrC1=C(C(=C(C(=O)[O-])C=C1Cl)CO)C.[Na+] sodium 4-bromo-5-chloro-2-(hydroxymethyl)-3-methyl-benzoate